C12CN(CC(CC1)O2)C(=O)N2CC1=C(C=C(C=C1CC2)C=2C=C1C(=NC2)NC=C1C)[C@H]1NCCC1 (8-oxa-3-azabicyclo[3.2.1]octan-3-yl)(6-(3-Methyl-1H-pyrrolo[2,3-b]pyridin-5-yl)-8-((S)-pyrrolidin-2-yl)-3,4-dihydroisoquinoline-2(1H)-yl)methanone